6-((2-ethoxyethyl)amino)-N'-hydroxy-5-nitronicotinimidamide C(C)OCCNC1=NC=C(C(N)=NO)C=C1[N+](=O)[O-]